6-(3-(pyrrolidin-1-yl)propoxy)benzo[b]thiophene-2-carboxylic acid ethyl ester C(C)OC(=O)C1=CC2=C(S1)C=C(C=C2)OCCCN2CCCC2